((3S,4S)-4-(difluoromethyl)-3-methyl-1-(methyl-d3)piperidin-3-yl)methan-d2-ol FC([C@@H]1[C@](CN(CC1)C([2H])([2H])[2H])(C)C(O)([2H])[2H])F